ClC=1C=C(C=C(C1)Cl)C=1OC2=C(N1)C=C(C=C2)C(=O)O 2-(3,5-dichlorophenyl)-1,3-benzoxazole-5-carboxylic acid